C(CCCCCCC)C(CN1C(C2=C(N(C(C2=C1C=1SC(=CC1)[Sn](C)(C)C)=O)CC(CCCCCCCCCC)CCCCCCCC)C=1SC(=CC1)[Sn](C)(C)C)=O)CCCCCCCCCC 2,5-bis(2-octyldodecyl)-3,6-bis(5-(trimethylstannyl)thiophen-2-yl)-2,5-dihydropyrrolo[3,4-c]Pyrrole-1,4-dione